2-(1-(5-ethylpyrimidin-2-yl)piperidin-4-yl)ethan-1-ol C(C)C=1C=NC(=NC1)N1CCC(CC1)CCO